(5-ethoxycarbonyl-6-methyl-1,6-dihydropyrimidin-2-one-4-yl)methanesulfonic acid C(C)OC(=O)C1=C(NC(NC1C)=O)CS(=O)(=O)O